4-Methoxy-N-(trans-4-(2-methoxyethoxy)cyclohexyl)-5-(pyrazolo[1,5-a]pyridin-5-yl)pyrrolo[2,1-f][1,2,4]triazin-2-amine COC1=NC(=NN2C1=C(C=C2)C2=CC=1N(C=C2)N=CC1)N[C@@H]1CC[C@H](CC1)OCCOC